(S)-3-(2-(difluoromethoxy)phenyl)-6-(2-((R)-2-(hydroxymethyl)morpholino)pyrimidin-5-yl)-2,3-dihydropyrazolo[1,2-a]indazol-9(1H)-one FC(OC1=C(C=CC=C1)[C@@H]1CCN2N1C=1C=C(C=CC1C2=O)C=2C=NC(=NC2)N2C[C@@H](OCC2)CO)F